COCCN(C1=NC=C(C(=C1)N)[N+](=O)[O-])C N2-(2-Methoxyethyl)-N2-methyl-5-nitropyridine-2,4-diamine